(R)-4-((4-(6-aminopyridin-3-yl)pyrimidin-2-yl)amino)-2-fluoro-N-(8-methylisoquinolin-1-yl)-N-(piperidin-3-yl)benzamide NC1=CC=C(C=N1)C1=NC(=NC=C1)NC1=CC(=C(C(=O)N([C@H]2CNCCC2)C2=NC=CC3=CC=CC(=C23)C)C=C1)F